C1(CCC1)C=1C=C(C=CC1C)NC(OC(C)(C)C)=O tert-butyl (3-cyclobutyl-4-methylphenyl)carbamate